1-aminopropyl-3-methylimidazole sodium bromide [Br-].[Na+].NC(CC)C1=NC=CN1C